ethyl 2-ethyl-2-{[6-{[(1R,R)-2-(fluoromethyl)cyclopropyl]methoxy}-5-(3-methoxyazetidin-1-yl)pyridine-2-carbonyl]amino}butanoate C(C)C(C(=O)OCC)(CC)NC(=O)C1=NC(=C(C=C1)N1CC(C1)OC)OC[C@H]1[C@@H](C1)CF